(1S,3aS,6aR)-2-(9-acetamido-9H-fluorene-9-carbonyl)-N-((S)-4-hydroxy-3-oxo-1-((R)-2-oxopyrrolidin-3-yl)butan-2-yl)octahydrocyclopenta[c]pyrrole-1-carboxamide C(C)(=O)NC1(C2=CC=CC=C2C=2C=CC=CC12)C(=O)N1[C@@H]([C@H]2[C@@H](C1)CCC2)C(=O)N[C@@H](C[C@@H]2C(NCC2)=O)C(CO)=O